BrC1=CC=C(C=C1)C(C#N)=C(C#N)C1=CC=C(C=C1)Br 2,3-bis(4-bromophenyl)-2-butenedinitrile